C(C)NC(=O)C1=CC(=C(N1)C(=O)NC)O N5-ethyl-3-hydroxy-N2-methyl-1H-pyrrole-2,5-dicarboxamide